CN(C(CCCC(=O)O)=O)C[C@@H]([C@H]([C@@H]([C@@H](CO)O)O)O)O 5-(methyl-((2S,3R,4R,5R)-2,3,4,5,6-pentahydroxyhexyl)amino)-5-oxopentanoic acid